N-(t-butyl)benzamide C(C)(C)(C)NC(C1=CC=CC=C1)=O